C1(CC1)C1=CC(=NN1)NC1=NC(=NC=C1)N(C)C1CC2(CN(C2)CC2=C(C=CC=C2)F)C1 N4-(5-cyclopropyl-1H-pyrazol-3-yl)-N2-(2-(2-fluorobenzyl)-2-azaspiro[3.3]hept-6-yl)-N2-methylpyrimidine-2,4-diamine